COC([C@H](OC)OC1=NN(C(=C1Br)C=1C=NC(=CC1)F)C1=C(C=CC=C1)F)=O |r| methyl-(2RS)-{[4-bromo-1-(2-fluorophenyl)-5-(6-fluoropyridin-3-yl)-1H-pyrazole-3-yl]oxy}(methoxy)acetate